4-propylbenzene-1,4-disulfonamide C(CC)C1(CC=C(C=C1)S(=O)(=O)N)S(=O)(=O)N